COC(C(N1CCC(CC1)OCCCCC1=NC=2NCCCC2C=C1)C1=CC=CC=C1)=O 2-phenyl-2-(4-(4-(5,6,7,8-tetrahydro-1,8-naphthyridin-2-yl)butoxy)piperidin-1-yl)acetic acid methyl ester